BrC1=CC=C2C(=CC(=NC2=C1)C1=C(C=C(C=C1F)S(=O)(=O)N1C[C@H](CC1)F)F)C 7-bromo-2-{2,6-difluoro-4-[(3S)-3-fluoropyrrolidine-1-sulfonyl]phenyl}-4-methylquinoline